CN(CCN(C)C1CCC(CC1)NC(=O)C1=CC(=CC=2N(C=NC21)CC(F)(F)F)C#CCNC=2C(OC)=CC=C(C2)C(NC)=O)C N-[(1r,4r)-4-{[2-(dimethylamino)ethyl]-N-methylamino}cyclohexyl]-6-{3-[4-(N-methylcarbamoyl)-2-anisidino]-1-propynyl}-1-(2,2,2-trifluoroethyl)-1H-1,3-benzimidazole-4-carboxamide